FC(C1=NN=C2CO[C@H](CN21)CC2CC21NCCC(C1)C(=O)N)(F)F (((S)-3-(trifluoromethyl)-5,6-dihydro-8H-[1,2,4]triazolo[3,4-c][1,4]oxazin-6-yl)methyl)-4-azaspiro[2.5]octane-7-carboxamide